O1COCC(C1)C[C@@H]1N(CCC2=C1NC1=CC=C(C=C21)Cl)C2=NC(=NC(=N2)C(Cl)(Cl)Cl)C(F)(F)F (S)-1-((1,3-dioxan-5-yl)methyl)-6-chloro-2-(4-(trichloromethyl)-6-(trifluoromethyl)-1,3,5-triazin-2-yl)-2,3,4,9-tetrahydro-1H-pyrido[3,4-b]indole